C(C=C)=P(C1=CC=CC=C1)(C1=CC=CC=C1)C1=CC=CC=C1 allylidenetriphenylphosphine